O=C1N(C(C2=CC=CC=C12)=O)CCC1(NC(C=2N1C(C(=CC2)NC2=NC=NC=C2)=O)=O)C 3-[2-(1,3-dioxoisoindolin-2-yl)ethyl]-3-methyl-6-(pyrimidin-4-ylamino)-2H-imidazo[1,5-a]pyridine-1,5-dione